Phenyl(chrysenyl)indolocarbazole C1(=CC=CC=C1)C=1C(=C2C(=CC1)N=C1C=CC3=C4C=CC=CC4=NC3=C12)C1=CC=CC=2C3=CC=C4C=CC=CC4=C3C=CC12